1-(4-(3-hydroxypropyl)-3-methylphenyl)-3-(4-isopropyl-2-(4-(trifluoromethyl)phenyl)thiazol-5-yl)propan-1-one OCCCC1=C(C=C(C=C1)C(CCC1=C(N=C(S1)C1=CC=C(C=C1)C(F)(F)F)C(C)C)=O)C